1-ethyl-1-((R)-1-(3-(8-methoxyimidazo[1,2-a]pyrazin-6-yl)phenyl)ethyl)-3-(1,1,1-trifluoro-3-(2H-1,2,3-triazol-2-yl)propan-2-yl)urea C(C)N(C(=O)NC(C(F)(F)F)CN1N=CC=N1)[C@H](C)C1=CC(=CC=C1)C=1N=C(C=2N(C1)C=CN2)OC